C(C)[NH+](C)C N-ethyl-N,N-dimethyl-ammonium